C1(CC1)CN cyclopropylmethaneamine